cis-2-hexadecene-1,1-dicarboxylic anhydride C1(\C=C/CCCCCCCCCCCCC)C(=O)OC1=O